4-Benzyloxy-N-[(2,4-dimethoxyphenyl)methyl]-6-methyl-pyrimidin-2-amine C(C1=CC=CC=C1)OC1=NC(=NC(=C1)C)NCC1=C(C=C(C=C1)OC)OC